heneicosapentaenoic acid CC/C=C\C/C=C\C/C=C\C/C=C\C/C=C\CCCCC(=O)O